ethyl 1-hexanoate C(CCCCC)(=O)OCC